C(\C=C\C(=O)O)(=O)O.C(\C=C\C(=O)O)(=O)O.C(C)(C)(C)C1=CS(C(=C1O)C(C)(C)C)N1CC(N(CC1)CC1=C(C(=C(C=C1)OC)OC)OC)CCC N-[(3,5-Di-tert-butyl-4-hydroxy-1-thiophenyl)]-3-propyl-N'-(2,3,4-trimethoxybenzyl)piperazine difumarate salt